(R)-3-(1-(1-((R)-1-(2,4-dichlorophenyl)ethyl)-3-(trifluoromethyl)-1H-pyrazolo[3,4-b]pyrazin-6-yl)azetidin-3-yl)piperidin-1-ol benzenesulfonate C1(=CC=CC=C1)S(=O)(=O)O.ClC1=C(C=CC(=C1)Cl)[C@@H](C)N1N=C(C=2C1=NC(=CN2)N2CC(C2)[C@@H]2CN(CCC2)O)C(F)(F)F